N1=COC=2C=CC=3C=CN=CC3C21 oxazolo[5,4-H]isoquinoline